2-(4-((1-benzyl-6-oxo-1,6-dihydropyridin-3-yl)oxy)-3,5-dichlorophenyl)-1,2,4-triazine-3,5-dione C(C1=CC=CC=C1)N1C=C(C=CC1=O)OC1=C(C=C(C=C1Cl)N1N=CC(NC1=O)=O)Cl